CIS-PLATINUM(II) [NH2-].[NH2-].Cl[Pt+2]Cl